2-chloro-N-(3-fluoro-2-hydroxy-5-methylphenyl)propanamide ClC(C(=O)NC1=C(C(=CC(=C1)C)F)O)C